O=C1NC(CC[C@H]1N1C(N(C2=C1C=CC=C2N2CCN(CC2)CC2CCC(CC2)N2N=C1C=C(C(=CC1=C2)NC(=O)C2=NC(=CC=C2)C(F)(F)F)C)C)=O)=O N-[2-[4-[[4-[1-[(3R)-2,6-dioxo-3-piperidyl]-3-methyl-2-oxo-benzimidazol-4-yl]piperazin-1-yl]methyl]cyclohexyl]-6-methyl-indazol-5-yl]-6-(trifluoromethyl)pyridine-2-carboxamide